phosphoric acid benzyl ester ammonium salt [NH4+].C(C1=CC=CC=C1)OP([O-])([O-])=O.[NH4+]